tributylammonium tetrakis(3,5-bis(trifluoromethyl)phenyl)borate FC(C=1C=C(C=C(C1)C(F)(F)F)[B-](C1=CC(=CC(=C1)C(F)(F)F)C(F)(F)F)(C1=CC(=CC(=C1)C(F)(F)F)C(F)(F)F)C1=CC(=CC(=C1)C(F)(F)F)C(F)(F)F)(F)F.C(CCC)[NH+](CCCC)CCCC